tert-butyl (S)-(3-(((tert-butyldimethylsilyl)oxy)methyl)-6-((4-(cyclopropylethynyl)-2-oxo-4-(trifluoromethyl)-1,2,3,4-tetrahydroquinazolin-7-yl)methyl)pyridin-2-yl)carbamate [Si](C)(C)(C(C)(C)C)OCC=1C(=NC(=CC1)CC1=CC=C2[C@](NC(NC2=C1)=O)(C(F)(F)F)C#CC1CC1)NC(OC(C)(C)C)=O